1-(4-aminophenyl)-N-[trans-4-(trifluoromethyl)cyclohexyl]-6,7-dihydro-4H-pyrano[4,3-c]pyrazole-3-carboxamide NC1=CC=C(C=C1)N1N=C(C2=C1CCOC2)C(=O)N[C@@H]2CC[C@H](CC2)C(F)(F)F